5-Cyano-N-(3-methoxy-1H-indazol-5-yl)-3-methyl-4-(trifluoromethyl)picolinamide C(#N)C=1C(=C(C(=NC1)C(=O)NC=1C=C2C(=NNC2=CC1)OC)C)C(F)(F)F